2-(3,5-di-t-amyl-2-hydroxyphenyl)benzotriazole C(C)(C)(CC)C=1C(=C(C=C(C1)C(C)(C)CC)N1N=C2C(=N1)C=CC=C2)O